tert-butyl 5-bromo-7-fluoro-1-oxo-2,3-dihydro-1H-isoindole-2-carboxylate BrC=1C=C2CN(C(C2=C(C1)F)=O)C(=O)OC(C)(C)C